COC1=NC=CC(=C1)CN1C(=NC2=C1C=CC=C2)C2=NON=C2C 3-[1-[(2-methoxypyridin-4-yl)methyl]benzimidazol-2-yl]-4-methyl-1,2,5-oxadiazole